SCSC(SCC1SCSC1SCS)C(SCSC(C(SCS)SCS)SCS)SCS 4-[3,4,8,9-tetrakis(mercaptomethylthio)-11-mercapto-2,5,7,10-tetrathiaundecyl]-5-mercaptomethylthio-1,3-dithiolane